methyl (S)-2-((7-chloro-2-(2-fluoro-4-((S)-3-hydroxypyrrolidine-1-carbonyl)phenyl)imidazo[1,2-a]pyridin-3-yl)methyl)morpholine-4-carboxylate ClC1=CC=2N(C=C1)C(=C(N2)C2=C(C=C(C=C2)C(=O)N2C[C@H](CC2)O)F)C[C@H]2CN(CCO2)C(=O)OC